1,3,6-trichloro-2,7-naphthyridine ClC1=NC(=CC2=CC(=NC=C12)Cl)Cl